6-[4-[2-(1-piperidinyl)ethoxy]phenyl]-3-(4-pyridinyl)-pyrazolo[1,5-a]pyrimidine N1(CCCCC1)CCOC1=CC=C(C=C1)C=1C=NC=2N(C1)N=CC2C2=CC=NC=C2